3-morpholinyl-4-((4-(5-(trifluoromethyl)-1,2,4-oxadiazol-3-yl)phenyl)amino)cyclobut-3-ene-1,2-dione N1(CCOCC1)C=1C(C(C1NC1=CC=C(C=C1)C1=NOC(=N1)C(F)(F)F)=O)=O